tert-butyl (2R,3S)-4-(4-(benzylthio) phenylamino)-3-hydroxy-1-phenylbut-2-ylcarbamate C(C1=CC=CC=C1)SC1=CC=C(C=C1)NC[C@@H]([C@@H](CC1=CC=CC=C1)NC(OC(C)(C)C)=O)O